dibutyltin bis(2-ethylhexyl maleate) C(C)C(C/C(/C(=O)[O-])=C/C(=O)[O-])CCCC.C(C)C(C/C(/C(=O)[O-])=C/C(=O)[O-])CCCC.C(CCC)[Sn+4]CCCC